(5S)-5-[3-[2-hydroxy-6-methyl-4-(trifluoromethyl)phenyl]-5,6-dihydropyrrolo[2,3-c]pyridazin-7-yl]piperidin-2-one OC1=C(C(=CC(=C1)C(F)(F)F)C)C1=CC2=C(N=N1)N(CC2)[C@H]2CCC(NC2)=O